(4R)-4-[(1R)-1-(6-chloro-2-methyl-pyrazolo[4,3-c]pyridin-4-yl)oxyethyl]-1-[(1S)-1-(4-methoxyphenyl)ethyl]pyrrolidin-2-one tert-butyl-N-[(1S)-2-iodo-1-methyl-ethyl]carbamate C(C)(C)(C)OC(N[C@H](CI)C)=O.ClC1=CC=2C(C(=N1)O[C@H](C)[C@@H]1CC(N(C1)[C@@H](C)C1=CC=C(C=C1)OC)=O)=CN(N2)C